4-decyloxyformaldehyde CCCC(CCCCCC)OC=O